pentamethylcyclopentadienyl-(2-phenylphenoxy)-titanium dichloride [Cl-].[Cl-].CC1=C(C(=C(C1([Ti+2]OC1=C(C=CC=C1)C1=CC=CC=C1)C)C)C)C